BrCC(C(CBr)O)O 1,4-dibromo-2,3-butylene glycol